1-(2-(4-ethylpiperazin-1-yl)-4-methylquinolin-6-yl)-3-(2-(piperazin-1-yl)ethyl)thiourea C(C)N1CCN(CC1)C1=NC2=CC=C(C=C2C(=C1)C)NC(=S)NCCN1CCNCC1